C(C1=CC=CC=C1)OC1=CC=CC(=N1)C1=CCC(CC1)CC(=O)O (4-(6-(benzyloxy)pyridin-2-yl)cyclohex-3-en-1-yl)acetic acid